tert-butyl (4-(methylamino)cyclohexyl)carbamate CNC1CCC(CC1)NC(OC(C)(C)C)=O